C(C)(C)(C)[Si](C)(C)OCCOCCI tert-butyl(2-(2-iodoethoxy)ethoxy)dimethylsilane